ethyl 6-bromo-1-(4-fluorophenylmethyl)-2-oxo-1,2-dihydro-1,8-naphthyridine-3-carboxylate BrC=1C=C2C=C(C(N(C2=NC1)CC1=CC=C(C=C1)F)=O)C(=O)OCC